1-benzyl-8-mercapto-3,7-dimethyl-1H-purine-2,6(3H,7H)-dione C(C1=CC=CC=C1)N1C(N(C=2N=C(N(C2C1=O)C)S)C)=O